F[C@H]1[C@H]([C@@]2(CN[C@]1(CC2)C)C)OC2=CC=C(N=N2)C2=C(C=C(C=C2)N2C=NC=C2)O 2-(6-(((1S,4S,5S,6R)-6-fluoro-1,4-dimethyl-2-azabicyclo[2.2.2]octan-5-yl)oxy)pyridazin-3-yl)-5-(1H-imidazol-1-yl)phenol